3-(tetramethyl-1,3,2-dioxaborolan-2-yl)-4H,5H,6H-pyrrolo[1,2-b]Pyrazole CC1(C(OB(O1)C1=C2N(N=C1)CCC2)(C)C)C